2,6-diaminotoluene NC1=C(C)C(=CC=C1)N